5,6,8-Trichloro-4-oxo-1,4-dihydroquinoline-3-carboxylic acid ClC1=C2C(C(=CNC2=C(C=C1Cl)Cl)C(=O)O)=O